C(C=C)(=O)CC(C(=O)[O-])=C(C)C.[NH4+] Ammonium acryloyldimethylmethacrylate